2-chloro-5-(cyclopropylthio)-4-methylpyridine ClC1=NC=C(C(=C1)C)SC1CC1